C1(CC1)C1=CN(C=2N=CN=C(C21)N2C[C@H](NCC2)C)C=2C=C(C(=O)O)C=CN2 (R)-2-(5-cyclopropyl-4-(3-methylpiperazin-1-yl)-7H-pyrrolo[2,3-d]pyrimidin-7-yl)isonicotinic acid